(2-(3,6-dimethyl-9H-carbazole-9-yl)ethyl)phosphonic acid CC=1C=CC=2N(C3=CC=C(C=C3C2C1)C)CCP(O)(O)=O